FC1=C(CC2=NC3=C(N2CCOC)C=C(C=C3)C(=O)OC)C=CC(=C1)C1=NC(=CC=C1)OCC=1C(N(C=CC1)C)=O Methyl 2-(2-fluoro-4-(6-((1-methyl-2-oxo-1,2-dihydropyridin-3-yl)methoxy)pyridin-2-yl)benzyl)-1-(2-methoxyethyl)-1H-benzo[d]imidazole-6-carboxylate